C1(=CC=C(C=C1)NC1=CC=C(C=C1)NC1=CC=C(C=C1)C)C N,N'-di-p-tolyl-p-phenylenediamine